ClC1=CC(=C(C=N1)NC(=O)C1(CN(C1)C1=NC=NC=C1F)C1=C(C=CC=C1)C(C)C)OC N-(6-chloro-4-methoxypyridin-3-yl)-1-(5-fluoropyrimidin-4-yl)-3-(2-isopropylphenyl)azetidine-3-carboxamide